OC1=CC=C(C=C1)/C(=C(\CC)/C1=CC=CC=C1)/C1=CC=C(OCCOCCCOCCCNC=2C=C3CN(C(C3=CC2)=O)C2C(NC(CC2)=O)=O)C=C1 (Z)-3-(5-((3-(3-(2-(4-(1-(4-Hydroxyphenyl)-2-phenylbut-1-en-1-yl)phenoxy)ethoxy)propoxy)propyl)amino)-1-oxoisoindolin-2-yl)piperidin-2,6-dion